6-(((3-(5-(hydroxymethyl)isoxazol-3-yl)-[1,2,4]triazolo[3,4-a]phthalazin-6-yl)oxy)methyl)-N,N-dimethylnicotinamide OCC1=CC(=NO1)C1=NN=C2N1N=C(C1=CC=CC=C21)OCC2=NC=C(C(=O)N(C)C)C=C2